ClC1=C(C=CC=C1)SC1=NN(C2=NC(=CN=C21)N2CCC(CC2)(C)CNC(OCC2=CC=CC=C2)=O)C2OCCCC2 Benzyl ((1-(3-((2-chlorophenyl)thio)-1-(tetrahydro-2H-pyran-2-yl)-1H-pyrazolo[3,4-b]pyrazin-6-yl)-4-methylpiperidin-4-yl)methyl)carbamate